5-(4-chlorophenyl)-N-hydroxy-(4-methoxyphenyl)-N-methyl-1H-pyrazole-3-propan-amide ClC1=CC=C(C=C1)C1=CC(=NN1C1=CC=C(C=C1)OC)CCC(=O)N(C)O